NC1=NC(=NC2=CC(=CC=C12)C(=O)OCC)C1=CC=C(C=C1)C(C)(C)C ethyl 4-amino-2-(4-(tert-butyl)phenyl)quinazoline-7-carboxylate